BrC1=CC(=CC2=C1N=C(O2)C2=C(C=C(C=C2)Br)F)C(=O)N2[C@@H](C1=CC=CC=C1CC2)C (1R)-2-[4-Bromo-2-(4-bromo-2-fluorophenyl)-1,3-benzoxazole-6-carbonyl]-1-methyl-1,2,3,4-tetrahydroisoquinoline